2-amino-3,5-dihydro-4H-imidazol-4-one NC1=NCC(N1)=O